gamma-(2-aminoethyl)aminopropyl-methyldiethoxysilane NCCNCCC[Si](OCC)(OCC)C